Benzyl ((2S)-1,1-dicyclopropyl-3-((2-((R)-4-isopropyl-2-oxoimidazolidin-1-yl)-2-(2,2,2-trifluoro-1-hydroxyethyl)-2,3-dihydro-1H-inden-5-yl)amino)-3-oxopropan-2-yl)carbamate C1(CC1)C([C@@H](C(=O)NC=1C=C2CC(CC2=CC1)(C(C(F)(F)F)O)N1C(N[C@@H](C1)C(C)C)=O)NC(OCC1=CC=CC=C1)=O)C1CC1